ethyl 1-[4-chloro-2-[3-(2-hydroxyethyl)phenyl]phenyl]sulfonyl-4-fluoro-piperidine-4-carboxylate ClC1=CC(=C(C=C1)S(=O)(=O)N1CCC(CC1)(C(=O)OCC)F)C1=CC(=CC=C1)CCO